C(C1CO1)OC(C(=O)N)C glycidoxypropionamide